trans-4-((3-(1-Cyclopropyl-1H-pyrazol-4-yl)phenyl)((trans-4-(6-methoxy-5-methylpyridin-3-yl)cyclohexyl)methyl) carbamoyl)cyclohexyl 3-hydroxyazetidine-1-carboxylate OC1CN(C1)C(=O)O[C@@H]1CC[C@H](CC1)C(N(C[C@@H]1CC[C@H](CC1)C=1C=NC(=C(C1)C)OC)C1=CC(=CC=C1)C=1C=NN(C1)C1CC1)=O